4-(chloromethyl)-3-methyl-5-(trifluoromethyl)isoxazole ClCC=1C(=NOC1C(F)(F)F)C